N,N-dimethyl-6-(4-{[trans-4-{[4-(pentafluoro-λ6-sulfanyl)phenyl]amino}cyclohexyl]sulfonyl}phenyl)imidazo[1,2-a]pyridin-3-amine CN(C1=CN=C2N1C=C(C=C2)C2=CC=C(C=C2)S(=O)(=O)[C@@H]2CC[C@H](CC2)NC2=CC=C(C=C2)S(F)(F)(F)(F)F)C